ClC=1C=CC(=C(C#N)C1)S(=O)(=O)N1C[C@]([C@H](C1)OC1=CC=C(C=C1)C(F)(F)F)(CO)O 5-chloro-2-(((3R,4S)-3-hydroxy-3-(hydroxymethyl)-4-(4-(trifluoromethyl)phenoxy)pyrrolidin-1-yl)sulfonyl)benzonitrile